FC=1C=CC(=NC1C)C1CN(CCO1)C(=O)OC(C)(C)C tert-butyl 2-(5-fluoro-6-methyl-2-pyridinyl)morpholin-4-carboxylate